Ethyl (E)-3-(3-chloroquinolin-7-yl)acrylate ClC=1C=NC2=CC(=CC=C2C1)/C=C/C(=O)OCC